1-aminopropyl-3-methylimidazole bis(trifluoromethanesulfonyl)imide salt [N-](S(=O)(=O)C(F)(F)F)S(=O)(=O)C(F)(F)F.NC(CC)C1=NC=CN1C